4-(7-(8-ethyl-3-(methoxymethoxy)naphthalen-1-yl)-8-fluoro-2-(((4aS,7aR)-1-methyloctahydro-4aH-cyclopenta[b]pyridin-4a-yl)methoxy)quinazolin-4-yl)morpholine C(C)C=1C=CC=C2C=C(C=C(C12)C1=CC=C2C(=NC(=NC2=C1F)OC[C@]12[C@H](N(CCC1)C)CCC2)N2CCOCC2)OCOC